OCCS(=O)(=O)C=1C=C(C(=O)O)C=CC1C([2H])([2H])[2H] 3-((2-hydroxyethyl)sulfonyl)-4-(methyl-d3)benzoic acid